C(C)(C)(C)C(CNC([O-])=O)OCCOCCCC1=CC=C2C3=C(N(C2=C1)C1C(NC(CC1)=O)=O)N=CC=C3 2-tert-butyl(2-(2-(3-(9-(2,6-dioxopiperidin-3-yl)-9H-pyrido[2,3-b]indol-7-yl)propoxy)ethoxy)ethyl)carbamate